COC1=NC=CC=2N=CN=C(C21)N 5-methoxypyrido[4,3-d]pyrimidin-4-amine